(3R)-3-amino-7-(5-tert-butyl-1,2,4-oxadiazol-3-yl)-8-fluoro-1,1-dioxo-5-[[4-(tetrahydropyran-4-ylmethoxy)phenyl]methyl]-2,3-dihydro-1lambda6,5-benzothiazepin-4-one N[C@H]1CS(C2=C(N(C1=O)CC1=CC=C(C=C1)OCC1CCOCC1)C=C(C(=C2)F)C2=NOC(=N2)C(C)(C)C)(=O)=O